FC=1C=C(C=CC1)[C@@H]1N(CCC1)C=1C=CC=2N(N1)C(=CN2)C2=CC=CC(=N2)N2CCN(CC2)CC2=CC=C(C=C2)NC2C(NC(CC2)=O)=O 3-((4-((4-(6-(6-((R)-2-(3-fluorophenyl)pyrrolidin-1-yl)imidazo[1,2-b]pyridazin-3-yl)pyridin-2-yl)piperazin-1-yl)methyl)phenyl)amino)piperidine-2,6-dione